Racemic-N-(8,9-difluoro-6-oxo-1,4,5,6-tetrahydro-2H-pyrano[3,4-c]isoquinolin-1-yl)-5-fluoro-N-methyl-1H-indole-2-carboxamide FC=1C(=CC=2C3=C(NC(C2C1)=O)COC[C@@H]3N(C(=O)C=3NC1=CC=C(C=C1C3)F)C)F |r|